C(C)(C)(C)OC(=O)N1CC(CCC1)C=1SC(=NN1)C1=C(C=CC=C1)C(F)(F)F 3-(5-(2-(trifluoromethyl)phenyl)-1,3,4-thiadiazol-2-yl)piperidine-1-carboxylic acid tert-butyl ester